N1=CN=C(C2=C1N=CC=C2)N2CC1(C2)CCN(CC1)C(=O)OC(C)(C)C tert-Butyl 2-pyrido[2,3-d]pyrimidin-4-yl-2,7-diazaspiro[3.5]nonane-7-carboxylate